C(C)C=1C=C(C=O)C=CC1F 3-ETHYL-4-FLUOROBENZALDEHYDE